2,5-difluoro-N-(1,2,4-thiadiazol-5-yl)-benzenesulfonamide FC1=C(C=C(C=C1)F)S(=O)(=O)NC1=NC=NS1